NC[C@@H](C(=O)NC=1C=CC=C2C(=CNC12)C=1C=NNC1)CC1=CC=CC=C1 (2S)-3-amino-2-benzyl-N-[3-(1H-pyrazol-4-yl)-1H-indol-7-yl]propanamide